[Br-].NC=1SC=C([N+]1CC(C1=CC=C(C=C1)F)=O)CC(=O)OCC 2-amino-3-[(4-fluorobenzoyl)methyl]-4-(ethoxycarbonylmethyl)thiazolium bromide